dicyclopentyl-diethyl-titanium C1(CCCC1)[Ti](CC)(CC)C1CCCC1